2-(1-(4-((2-(4-(2-cyanoacetyl)piperazin-1-yl)-5-oxo-5,6-dihydropyrimido[4,5-d]pyridazin-4-yl)amino)phenyl)piperidin-4-yl)acetic acid C(#N)CC(=O)N1CCN(CC1)C=1N=C(C2=C(C=NNC2=O)N1)NC1=CC=C(C=C1)N1CCC(CC1)CC(=O)O